[Zr].[Sm] Samarium-zirconium